C(C)(C)N1C(=C(C(C2=CC=C(C=C12)B1OC(C(O1)(C)C)(C)C)=O)C)C(=O)OCC ethyl 1-isopropyl-3-methyl-4-oxo-7-(4,4,5,5-tetramethyl-1,3,2-dioxaborolan-2-yl)-1,4-dihydroquinoline-2-carboxylate